O1CCOC2=C1C=CC=C2C2=CC=C(C(=N2)OC)NC=2C=C(CNC(=O)C=1C=NNC1)C=CC2 1H-Pyrazole-4-carboxylic acid 3-[6-(2,3-dihydro-benzo[1,4]dioxin-5-yl)-2-methoxy-pyridin-3-ylamino]-benzylamide